3,5-diethylcyclohexane C(C)C1CCCC(C1)CC